C1(CC1)C=1SC(=CN1)C=1C=C(C=CC1)NCC12CCC(CC1)(CC2)C=2C=CC(=NC2)N(C)C 5-(4-(((3-(2-Cyclopropylthiazol-5-yl)phenyl)amino)methyl)bicyclo[2.2.2]octan-1-yl)-N,N-dimethylpyridin-2-amine